tert-butyl ((3aR,5s,6aS)-2-(chlorosulfonyl)octahydrocyclopenta[c]pyrrol-5-yl)carbamate ClS(=O)(=O)N1C[C@@H]2[C@H](C1)CC(C2)NC(OC(C)(C)C)=O